COC(=O)C=1N(C=C(C1C(C)C)C1=NN(C=C1)C(C)C)N amino-3-isopropyl-4-(1-isopropyl-1H-pyrazol-3-yl)-1H-pyrrole-2-carboxylic acid methyl ester